C(#N)C1=CC=C(C=C1)C(=CC(=O)OCC)C(F)(F)F ethyl 3-(4-cyanophenyl)-4,4,4-trifluorobut-2-enoate